(1-((O-ethyl)carboxymethyl)-(1,2,3-triazole-4-yl))methylamine C(C)OC(=O)CN1N=NC(=C1)CN